maleic acid diethyl-maleate C(C)/C(=C(/C(=O)O)\CC)/C(=O)O.C(\C=C/C(=O)O)(=O)O